tert-butyl (3R,4S)-3-fluoro-4-[(6-fluoro-1H-benzimidazol-5-yl)amino]pyrrolidine-1-carboxylate F[C@@H]1CN(C[C@@H]1NC1=CC2=C(NC=N2)C=C1F)C(=O)OC(C)(C)C